C[C@@H]1N(CC[C@H]2[C@@H](CCC[C@H]12)[C@@H](C(F)(F)F)O)C(CC1=C(C=CC=2N1C(=NN2)Cl)Cl)=O 1-[(1S,4aR,5R,8aS)-1-methyl-5-[(1S)-2,2,2-trifluoro-1-hydroxy-ethyl]-3,4,4a,5,6,7,8,8a-octahydro-1H-isoquinolin-2-yl]-2-(3,6-dichloro-[1,2,4]triazolo[4,3-a]pyridin-5-yl)ethanone